C(C)C(O)(C(O)CO)CCCCCC monoethylhexyl-glycerin